C1(C=CC(N1CCCC(=O)N1C(CCC1=O)=O)=O)=O N-(4-maleimidobutyryl)-succinimide